2-(4-chlorobenzyl)cyclobutan-1-ol ClC1=CC=C(CC2C(CC2)O)C=C1